N-((2R,3S)-1-(5-fluoro-4-hydroxypyridin-2-yl)-2-((((CIS)-4-(3-fluorophenyl)cyclohexyl)oxy)methyl)pyrrolidin-3-yl)methanesulfonamide FC=1C(=CC(=NC1)N1[C@H]([C@H](CC1)NS(=O)(=O)C)CO[C@@H]1CC[C@@H](CC1)C1=CC(=CC=C1)F)O